Cl.IC1=CC2=C(N=CN=C2)N1S(=O)(=O)C1=CC=C(C)C=C1 6-iodo-7-tosyl-7H-pyrrolo[2,3-d]Pyrimidine hydrochloride